ClC=1C(=NC(=NC1)N1C[C@@H]([C@H](CC1)F)F)NC1=CC=2C3=C(C(N(C2C=C1)C)=O)OCC([C@@H](N3)C3CC3)(F)F (S)-10-((5-Chloro-2-((3S,4S)-3,4-difluoropiperidin-1-yl)pyrimidin-4-yl)amino)-2-cyclopropyl-3,3-difluoro-7-methyl-1,2,3,4-tetrahydro-[1,4]oxazepino[2,3-c]chinolin-6(7H)-on